C[C@@H]1[C@@H]([C@@H]([C@H](C(O1)OP(=O)([O-])OP(=O)([O-])OC[C@@H]2[C@H](C[C@@H](O2)N3C=C(C(=O)NC3=O)C)O)O)O)[NH3+] The molecule is conjugate base of dTDP-4-amino-4,6-dideoxy-D-galactose having both the OH groups of the diphosphate deprotonated and a cationic amino group on the sugar ring. It is a conjugate base of a dTDP-4-amino-4,6-dideoxy-D-galactose.